hydroxyethylidenediphosphine OCC(P)P